Br.N=C1SC2=C(N1CC(=O)C1=CC=C(C=C1)C(F)(F)F)CCC2 2-(2-Imino-5,6-dihydro-2H-cyclopenta[d]thiazol-3(4H)-yl)-1-(4-(trifluoromethyl)phenyl)ethan-1-one hydrogen bromide